Cl.Cl.NCCC1=NC2=C(N1CCC(=O)NC)C=CC=C2 3-(2-(2-Aminoethyl)-1H-benzo[d]imidazol-1-yl)-N-methylpropanamide dihydrochloride